COC1=C(C(=O)P(CCCC)(CC2=CC=CC=C2)=O)C(=CC=C1)OC 2,6-dimethoxybenzoyl-benzyl-butyl-phosphine oxide